P(=O)(OC(C)(C)C)(OC(C)(C)C)OCN1\C(\N(C2=NC(=NC=C12)NC1CCC(CC1)O)[C@@H]1COCC1)=N/C1=C(C=C(C=C1F)F)F ditert-butyl [(8Z)-2-[(4-hydroxycyclohexyl)amino]-9-[(3S)-tetrahydrofuran-3-yl]-8-(2,4,6-trifluorophenyl)imino-purin-7-yl]methyl phosphate